C(=O)(O)C1CC2C(C(=O)N(C2=O)O)CC1 4-carboxy-N-Hydroxyhexahydrophthalimide